OC1=NC=2C=3N(C(CC2C=C1O)C(C)C)C=CC(C3)=O 2,3-dihydroxy-6-isopropyl-10-oxo-5,10-dihydro-6H-pyrido[1,2-h][1,7]naphthyridin